FC1=C(C(=O)NCC2CCC(CC2)C2=NC(=NO2)C2=NC=C(N=C2)C(F)(F)F)C=C(C(=C1)O)F 2,5-difluoro-4-hydroxy-N-{[(1r,4r)-4-{3-[5-(trifluoromethyl)pyrazin-2-yl]-1,2,4-oxadiazol-5-yl}cyclohexyl]methyl}benzamide